4-((S)-2-methoxy-1-((S)-2-oxo-4-(trifluoromethyl)imidazolidin-1-yl)ethyl)pyridin COC[C@@H](N1C(N[C@@H](C1)C(F)(F)F)=O)C1=CC=NC=C1